NC1=CC(=C(C(=C1)F)N1CCC(CC1)CN1CCC2(CC(C2)NC(OCC2=CC=CC=C2)=O)CC1)F benzyl (7-((1-(4-amino-2,6-difluorophenyl)piperidin-4-yl)methyl)-7-azaspiro[3.5]nonan-2-yl)carbamate